OCCCCCCCCCCCCCCCCCCCC(=O)C(O)(C[N+](C)(C)C)CC([O-])=O hydroxyeicosanoylcarnitine